1,2-Di(cis-13-docosenoyl)-sn-glycerol C(CCCCCCCCCCC\C=C/CCCCCCCC)(=O)OC[C@@H](OC(CCCCCCCCCCC\C=C/CCCCCCCC)=O)CO